C(C)(C)(C)OP(=O)(OC(C)(C)C)OCOC(=O)NCCNCCCC(=O)OC(C)(C)C tert-butyl 4-((2-(((((di-tert-butoxyphosphoryl)oxy)methoxy)carbonyl)amino)ethyl)amino)butanoate